COC(NC(CCN1CCN(CC1)C1=NC=C(C=C1)OC1=NC(=CC(=C1)CN1CCC(CC1)CNC(C)=O)C1=CC(=CC(=C1)Cl)Cl)=O)=O methyl(3-(4-(5-((4-((4-(acetamidomethyl)piperidin-1-yl) methyl)-6-(3,5-dichlorophenyl)pyridin-2-yl)oxy)pyridin-2-yl)piperazin-1-yl)propanoyl)carbamate